azidorhamnose N(=[N+]=[N-])C(=O)[C@H](O)[C@H](O)[C@@H](O)[C@@H](O)C